C1C/C(=N\\O)/C2=C1C=C(C=C2)C3=CN(N=C3C4=CC=NC=C4)CCO The molecule is a member of the class of pyrazoles that is 1-(2-hydroxyethyl)pyrazole carrying additional 4-pyridyl and 1-(hydroxyimino)indan-5-yl substituents at positions 3 and 4 respectively. It has a role as a B-Raf inhibitor and an antineoplastic agent. It is a member of pyrazoles, a member of pyridines, a member of indanes, a ketoxime and a primary alcohol.